FC1(OC=2C(=CC3=C(N=C(S3)NC([C@H](C)N3C[C@H](C(CC3)(F)F)C3=CC(=[N+](C=C3)[O-])[C@@H](CO)O)=O)C2)O1)F 4-((R)-1-((S)-1-((2,2-difluoro-[1,3]dioxolo[4',5':4,5]benzo[1,2-d]thiazol-6-yl)amino)-1-oxopropan-2-yl)-4,4-difluoropiperidin-3-yl)-2-((S)-1,2-dihydroxyethyl)pyridine 1-oxide